C(C)CC(CC(=O)OOC(C)C)=O.C(C)CC(CC(=O)OOC(C)C)=O.[Zr] zirconium di(isopropoxy) bis(ethylacetoacetate)